tert-butyl {4-[(3-aminopyridin-2-yl)ethynyl]pyridin-2-yl}carbamate NC=1C(=NC=CC1)C#CC1=CC(=NC=C1)NC(OC(C)(C)C)=O